OCC(C1=CC(=CC=C1)[N+](=O)[O-])C(CCC(=O)N)C 4-(hydroxymethyl-3-nitrobenzyl)pentanamide